FC1(CCCCC1)CNC(CC1C(NC2=C(S1)N=CC=C2)=O)=O N-((1-fluorocyclohexyl)methyl)-2-(2-oxo-2,3-dihydro-1H-pyrido[2,3-b][1,4]thiazin-3-yl)acetamide